NC1=CC=CC(=N1)S(=O)(=O)NC(=O)C=1C(=NC(=CC1)C=1C(=NC(=CC1)OC(C)C)C)N1C(CC(C1)C)(C)C N-[(6-Amino-2-pyridyl)sulfonyl]-6-(6-isopropoxy-2-methyl-3-pyridyl)-2-(2,2,4-trimethylpyrrolidin-1-yl)pyridin-3-carboxamid